CC(C)NC1CCC1 (prop-2-ylamino)cyclobutane